2-((3-(4-(1-(trifluoromethyl)cyclopropyl)benzyl)-1,2,4-oxadiazol-5-yl)methyl)acrylic acid FC(C1(CC1)C1=CC=C(CC2=NOC(=N2)CC(C(=O)O)=C)C=C1)(F)F